BrC1=C(C=NN1CC)C(O)C1=NC=CN=C1Cl (5-bromo-1-ethyl-1H-pyrazol-4-yl)(3-chloropyrazin-2-yl)methanol